C(C)N1N=CC=C1C1=CC=C(C=C1)[C@H](CO)NC(OC(C)(C)C)=O tert-butyl {(1R)-1-[4-(1-ethyl-1H-pyrazol-5-yl)phenyl]-2-hydroxyethyl}carbamate